7-[2-(bis-carboxymethyl-amino)-ethyl]-4,10-bis-carboxymethyl-1,4,7,10-tetraazacyclododec-1-yl-acetic acid C(=O)(O)CN(CCN1CCN(CCN(CCN(CC1)CC(=O)O)CC(=O)O)CC(=O)O)CC(=O)O